NC1=C(SC2=NC(=CC=C21)C)C(=O)N[C@@H]2CC=1C=NC(=CC1OC2)N2C[C@@H]([C@H](C2)OC)N 3-amino-N-[(3R)-7-[(3S,4S)-3-amino-4-methoxypyrrolidin-1-yl]-2H,3H,4H-pyrano[3,2-c]pyridin-3-yl]-6-methylthieno[2,3-b]pyridine-2-carboxamide